FC1([C@@H](CN2C(N(C=C21)C2=NOC1=C2C(=CC(=C1)[C@@H](C)O)C1=C(C=C(C=C1F)F)F)=O)NS(=O)(=O)CC)F |&1:18| N-[(6R)-7,7-difluoro-2-{6-[(1RS)-1-hydroxyethyl]-4-(2,4,6-trifluorophenyl)-1,2-benzoxazol-3-yl}-3-oxo-2,5,6,7-tetrahydro-3H-pyrrolo[1,2-c]imidazol-6-yl]ethanesulfonamide